OC=1C=C(C2=CC=CC=C2C1)C1=CC=C2C(=NC(=NC2=C1)OC[C@H]1N(CCC1)C)N1C[C@H]2CC[C@@H](C1)N2C(CCN2N=CC=C2)=O 1-((1R,5S)-3-(7-(3-hydroxynaphthalen-1-yl)-2-(((S)-1-methylpyrrolidin-2-yl)methoxy)quinazolin-4-yl)-3,8-diazabicyclo[3.2.1]octan-8-yl)-3-(1H-pyrazol-1-yl)propan-1-one